(R)-N-((S)-9-cyclopropylsulfonyl-2,3,4,9-tetrahydro-1H-carbazol-4-yl)-2-methylpropan-2-sulfinamide C1(CC1)S(=O)(=O)N1C2=CC=CC=C2C=2[C@H](CCCC12)N[S@](=O)C(C)(C)C